FC1=C(C=C(C=C1)OC)NC(=O)C1=NN2C(N=C(C=C2C=2C=NNC2)N2CC3=CC=C(C=C3C2)F)=C1C(C)C N-(2-fluoro-5-methoxyphenyl)-5-(5-fluoroisoindolin-2-yl)-3-isopropyl-7-(1H-pyrazol-4-yl)pyrazolo[1,5-a]pyrimidine-2-carboxamide